ethyl (3S)-3-amino-3-[4-fluoro-2'-hydroxy-5,6'-dimethyl-4'-(oxetan-3-yl)-[1,1'-biphenyl]-3-yl]propanoate N[C@@H](CC(=O)OCC)C=1C=C(C=C(C1F)C)C1=C(C=C(C=C1C)C1COC1)O